Cl.C(C1=CC=CC=C1)[C@H]1C[C@@H](NC1)C(=O)N[C@H](C(=O)NCC1=C(C(=CC(=C1)Cl)Cl)O)C (2R,4S)-4-benzyl-N-((S)-1-((3,5-dichloro-2-hydroxybenzyl)amino)-1-oxopropan-2-yl)pyrrolidine-2-carboxamide, hydrochloride